(S)-quinuclidin-3-yl (5-(3-chloro-4-isopropoxyphenyl)-6-methoxy-2,2-dimethyl-2,3-dihydro-1H-inden-1-yl)carbamat ClC=1C=C(C=CC1OC(C)C)C=1C=C2CC(C(C2=CC1OC)NC(O[C@@H]1CN2CCC1CC2)=O)(C)C